2-(4-cyclopropyl-2-(2-isopropylphenyl)piperazin-1-yl)-7-azaspiro[3.5]nonane C1(CC1)N1CC(N(CC1)C1CC2(C1)CCNCC2)C2=C(C=CC=C2)C(C)C